5-(1-((4-Aminobicyclo[2.2.2]oct-1-yl)methyl)-3-ethylpyrrolo[3,4-c]pyrazole-5(1H,4H,6H)-yl)quinoline-8-carbonitrile NC12CCC(CC1)(CC2)CN2N=C(C1=C2CN(C1)C1=C2C=CC=NC2=C(C=C1)C#N)CC